N-(4-(N,N-bis(4-methoxybenzyl)sulfamoyl)-1-((tetrahydrofuran-3-yl)methyl)-1H-indazol-6-yl)-2-(2-chlorophenyl)acetamide COC1=CC=C(CN(S(=O)(=O)C2=C3C=NN(C3=CC(=C2)NC(CC2=C(C=CC=C2)Cl)=O)CC2COCC2)CC2=CC=C(C=C2)OC)C=C1